pentabromophenol BrC1=C(C(=C(C(=C1O)Br)Br)Br)Br